BrC=1C=C2C(=CC1)C(N(CC21CC1)CC(=O)NC12CC(C1)(C2)C(C)(C)O)=O 2-(6-bromo-1-oxo-spiro[3H-isoquinoline-4,1'-cyclopropane]-2-yl)-N-[3-(1-hydroxy-1-methyl-ethyl)-1-bicyclo[1.1.1]pentanyl]acetamide